ClC=1C(=C(C=CC1)[C@H]1[C@@H](O[C@]([C@H]1C)(C(F)(F)F)C)C(=O)NC1=CC(=NC=C1)C(=O)OC)OC methyl 4-((2R,3S,4S,5R)-3-(3-chloro-2-methoxyphenyl)-4,5-dimethyl-5-(trifluoromethyl)tetrahydrofuran-2-carboxamido)picolinate